4-tertiary butyl-benzaldehyde C(C)(C)(C)C1=CC=C(C=O)C=C1